Methyl (2S)-2-{[(E)-({2-chloro-4-fluoro-5-[3-methyl-2,6-dioxo-4-(trifluoromethyl)-3,6-dihydropyrimidin-1(2H)-yl]phenyl}methyliden)amino]oxy}propanoat ClC1=C(C=C(C(=C1)F)N1C(N(C(=CC1=O)C(F)(F)F)C)=O)\C=N\O[C@H](C(=O)OC)C